ClC1=CC2=C(N=N1)N(C=C2)CC2CN(CCC2)C(C)=O 1-[3-({3-chloro-7H-pyrrolo[2,3-c]pyridazin-7-yl}methyl)piperidin-1-yl]ethan-1-one